C(CCC)C(C(O)O)(C)CC 2-Butyl-2-ethylpropandiol